O1N=CC2=C1C=CC=C2N2CCN(CC2)C(CCC)N2N=C1C(=N2)C=CC=C1 1-(4-(4-benzoisoxazolyl)piperazin-1-yl)butyl-2H-benzotriazole